C(C)C(C1COC1)OC(CC)C1COC1 bis[1-ethyl(3-oxetanyl)methyl]ether